C(C)(C)C1=NCCC2=CC=CC=C12 1-isopropyl-3,4-dihydroisoquinoline